C(CCCCC)OC(=O)CCCCN(CCCCCCO)CCCCC(=O)OCCCCCC 6-(Di((hexyloxycarbonyl)butyl)amino)hexan-1-ol